N1=CC=CC2=CC=CC(=C12)C1=CC=C(C=C1)OB(O)O (4-(quinolin-8-yl)phenyl)boric acid